2-phenylpiperidin C1(=CC=CC=C1)C1NCCCC1